C1(=CC=CC=C1)C1=NOC(=N1)C=1SC=CC1 3-phenyl-5-(thiophen-2-yl)-1,2,4-oxadiazole